4-(3-hydroxystyryl)-6,6-dimethylbicyclo[3.1.1]hept-3-en-2-one OC=1C=C(C=CC2=CC(C3C(C2C3)(C)C)=O)C=CC1